The molecule is a L-histidine derivative that is L-histidine substituted by a methyl group at position 3 on the imidazole ring. It has a role as a human metabolite and a Saccharomyces cerevisiae metabolite. It is a L-histidine derivative and a non-proteinogenic L-alpha-amino acid. It is a tautomer of a N(pros)-methyl-L-histidine zwitterion. CN1C=NC=C1C[C@@H](C(=O)O)N